stearylglycerin C(CCCCCCCCCCCCCCCCC)C(O)C(O)CO